N-(2,3-dihydro-1,4-benzoxazin-4-yl)-7-fluoro-8-(2,3,5-trifluorophenyl)quinoline-3-carboxamide O1CCN(C2=C1C=CC=C2)NC(=O)C=2C=NC1=C(C(=CC=C1C2)F)C2=C(C(=CC(=C2)F)F)F